7-bromo-6,8-dioxo-3,4,6,8,12,12a-hexahydro-2H-pyrido[1',2':4,5]Pyrazino[2,1-b][1,3]oxazine-9-carboxylic acid ethyl ester C(C)OC(=O)C=1C(C(=C2N(CC3OCCCN3C2=O)C1)Br)=O